1-methoxypropyl-3-methyl-imidazolium trifluoro-methanesulfonate FC(S(=O)(=O)[O-])(F)F.COC(CC)C=1NC=C[N+]1C